(3R)-4-(4-bromo-3-chloro-2-fluoro-5-methoxybenzoyl)-3-(hydroxymethyl)piperazine-1-carboxylic acid tert-butyl ester C(C)(C)(C)OC(=O)N1C[C@@H](N(CC1)C(C1=C(C(=C(C(=C1)OC)Br)Cl)F)=O)CO